1-(3,3-difluoropyrrolidin-1-yl)ethanone n-Decyloleat C(CCCCCCCCC)OC(CCCCCCC\C=C/CCCCCCCC)=O.FC1(CN(CC1)C(C)=O)F